2,3,4-tri-O-acetyl-5-C-bromo-β-D-glucuronic acid methyl ester COC([C@@]1([C@H]([C@@H]([C@H]([C@H](O)O1)OC(C)=O)OC(C)=O)OC(C)=O)Br)=O